ClC1=CC=C(C(=N1)N1N=C(C=C1F)C#N)C(F)F 1-[6-chloro-3-(difluoromethyl)-2-pyridyl]-5-fluoro-pyrazole-3-carbonitrile